C(OCCCC(CCC)C)(OCCCC(CCC)C)=O bis(4-methylheptyl) carbonate